N-(2-(3,3-Difluoroazetidin-1-yl)-6-methylpyrimidin-4-yl)-4-((1,1-dimethylethyl)sulfonamido)-2-(6-azaspiro[2.5]octan-6-yl)benzamide FC1(CN(C1)C1=NC(=CC(=N1)NC(C1=C(C=C(C=C1)NS(=O)(=O)C(C)(C)C)N1CCC2(CC2)CC1)=O)C)F